NC=1SC(=CN1)C(=O)NC1=C(C=C(C(=C1)C(NC1=NN(C=C1)[C@@H]1COCC1)=O)F)C 2-Amino-N-[4-fluoro-2-methyl-5-[[1-[(3S)-oxolan-3-yl]pyrazol-3-yl]carbamoyl]phenyl]-1,3-thiazole-5-carboxamide